ISOAMYL ISOBUTYRATE C(C(C)C)(=O)OCCC(C)C